FC1(CCN(CC1)C=1C=C(N)C=CC1N1C=NC=C1)F 3-(4,4-difluoropiperidin-1-yl)-4-(1H-imidazol-1-yl)aniline